1-[2-(1-acetylpiperidin-4-yl)propionyl]-4-fluoro-N-{phenyl-[4-(prop-2-yl)phenyl]methyl}pyrrolidine-2-carboxamide C(C)(=O)N1CCC(CC1)C(C(=O)N1C(CC(C1)F)C(=O)NC(C1=CC=C(C=C1)C(C)C)C1=CC=CC=C1)C